CC1(CCN(CC1)C1=CC=C(C=C1)N1N=CC=2C(=C(C(=CC12)O)F)C#N)C 1-(4-(4,4-Dimethylpiperidin-1-yl)phenyl)-5-fluoro-6-hydroxy-1H-indazole-4-carbonitrile